Tert-butyl (S,E)-3-(8-(2,4-dichlorophenyl)-9-(4-((1-(3-fluoropropyl)pyrrolidin-3-yl)oxy)phenyl)-6,7-dihydro-5H-benzo[7]annulen-3-yl)acrylate ClC1=C(C=CC(=C1)Cl)C=1CCCC2=C(C1C1=CC=C(C=C1)O[C@@H]1CN(CC1)CCCF)C=CC(=C2)/C=C/C(=O)OC(C)(C)C